C(C)(C)(C)OC(=O)N[C@@H](C)C(=O)OCC1=NN=CN1C (4-methyl-4H-1,2,4-triazol-3-yl)methyl (tert-butoxycarbonyl)-L-alaninate